The molecule is a lipid A oxoanion arising from deprotonation of the phosphate OH groups and protonation of the amino group of lipid IIB; major species at pH 7.3. It is a conjugate base of a lipid IIB. CCCCCCCCCCCCCCCC(=O)O[C@H](CCCCCCCCCCC)CC(=O)N[C@@H]1[C@H]([C@@H]([C@H](O[C@@H]1OP(=O)([O-])O[C@@H]2[C@@H]([C@H]([C@H](CO2)[NH3+])O)O)CO[C@H]3[C@@H]([C@H]([C@@H]([C@H](O3)CO)OP(=O)([O-])[O-])OC(=O)C[C@@H](CCCCCCCCCCC)O)NC(=O)C[C@@H](CCCCCCCCCCC)O)O)OC(=O)C[C@@H](CCCCCCCCCCC)O